6-N-(2-amino-2-phenylpropyl)-4-N-[4-(difluoromethoxy)phenyl]-1-methylpyrazolo[3,4-d]pyrimidine-4,6-diamine NC(CNC1=NC(=C2C(=N1)N(N=C2)C)NC2=CC=C(C=C2)OC(F)F)(C)C2=CC=CC=C2